C(C)OC=1NC=C(N1)C1=NC=CC=C1 2-(2-ethoxy-1H-imidazol-4-yl)pyridine